ClC1=C(C=CC(=C1)OC1=CC=CC=C1)C(=O)C1=CNC=2N=CN=C(C21)NCCC(=O)N2C(CCC2)O 3-[(5-{[2-chloro-4-(phenyloxy)phenyl]carbonyl}-7H-pyrrolo[2,3-d]pyrimidin-4-yl)amino]-1-(hydroxypyrrolidin-1-yl)propan-1-one